(E)-1,2-DIFLUOROETHYLENE F\C=C\F